CC1CC(C2=CC(=CC=C12)CCC)=O 3-methyl-6-propyl-2,3-dihydro-1H-inden-1-one